NC1=C(C=CC=C1)C1=C(C=CC=C1)[Pd]Cl (2'-amino-1,1'-biphenyl-2-yl)palladium chloride